(1R,10S,13S)-6,13-dihydroxy-10,13-dimethyl-5,8-dioxo-N-[(2,4,6-trifluorophenyl)methyl]-2,9-diazatricyclo[7.4.1.02,7]tetradeca-3,6,11-triene-4-carboxamide OC=1C(C(=CN2[C@H]3[C@@](C=C[C@@H](N(C(C12)=O)C3)C)(C)O)C(=O)NCC3=C(C=C(C=C3F)F)F)=O